6-[3-(6-methyl-2-pyridyl)-1H-pyrazol-4-yl]-N-(2-morpholinoethyl)-1,5-naphthyridine-3-carboxamide CC1=CC=CC(=N1)C1=NNC=C1C=1N=C2C=C(C=NC2=CC1)C(=O)NCCN1CCOCC1